ClC1=CC=C(C=C1)C1=NOC=N1 3-(4-chloro-phenyl)-[1,2,4]oxadiazol